4-((7-azidoheptyl)thio)-2-(2,6-dioxopiperidin-3-yl)isoindoline-1,3-dione N(=[N+]=[N-])CCCCCCCSC1=C2C(N(C(C2=CC=C1)=O)C1C(NC(CC1)=O)=O)=O